ClC1=CC=C(C=N1)CN1CCN2C1=C(C(CC2OC)C)[N+](=O)[O-] 1-[(6-chloro-3-pyridinyl)methyl]-1,2,3,5,6,7-hexa-hydro-5-methoxy-7-methyl-8-nitro-imidazo[1,2-a]pyridine